N(=[N+]=[N-])CCOCCOCCOCCN(CCCNC(OC(C)(C)C)=O)C tert-butyl N-(1-azido-12-methyl-3,6,9-trioxa-12-azapentadecan-15-yl)carbamate